4-(7-(benzo[c][1,2,5]thiadiazol-4-yl)-9,9-diethyl-9H-fluoren-2-yl)benzoic acid N=1SN=C2C1C=CC=C2C2=CC=C1C=3C=CC(=CC3C(C1=C2)(CC)CC)C2=CC=C(C(=O)O)C=C2